C1(CC1)S(=O)(=O)N1N=CC(=C1)C1=NC=CC(=N1)NC1=NC=C(C(=C1)N1CC2(C1)CCNCC2)C#CC=2C=NN(C2)C 2-(1-(cyclopropylsulfonyl)-1H-pyrazol-4-yl)-N-(5-((1-methyl-1H-pyrazol-4-yl)ethynyl)-4-(2,7-diazaspiro[3.5]non-2-yl)pyridin-2-yl)pyrimidin-4-amine